C(CCC)C1=NC2=C(C(O1)=O)C=CC=C2 2-butyl-3,1-benzoxazine-4-one